FC(CN1C(NC=2C=NC=CC21)=O)(F)F 2,2,2-trifluoroethyl-1,3-dihydro-2H-imidazo[4,5-c]pyridin-2-one